BrC1=CC=CC=2C3=C(OC21)C=C(C=C3)F 6-bromo-3-fluorodibenzo[b,d]furan